dimorpholino chlorophosphate P(=O)(ON1CCOCC1)(ON1CCOCC1)Cl